C1=CC=CC1.C1=CC=CC1.C1=CC=CC1.[Gd] gadolinium tricyclopentadiene